C(N)(=O)C=1C(=C(CNC(=O)N2CCC3(NC4=CC=C(C=C4C(C3)=O)F)CC2)C=CC1F)F N-(3-carbamoyl-2,4-difluorobenzyl)-6'-fluoro-4'-oxo-3',4'-dihydro-1'H-spiro[piperidine-4,2'-quinoline]-1-carboxamide